5-((4-(2-(2-methoxyphenoxy)acetyl)piperazin-1-yl)sulfonyl)indoline-2,3-dione COC1=C(OCC(=O)N2CCN(CC2)S(=O)(=O)C=2C=C3C(C(NC3=CC2)=O)=O)C=CC=C1